(S)-4-((1-((2-(benzyloxy)-2-oxoethyl)amino)-1-oxo-4-phenoxybutan-2-yl)amino)-4-oxobutanoic acid methyl ester COC(CCC(=O)N[C@H](C(=O)NCC(=O)OCC1=CC=CC=C1)CCOC1=CC=CC=C1)=O